[Na+].[Na+].[Na+].C1(=C(C(=CC2=CC=CC=C12)S(=O)(=O)[O-])S(=O)(=O)[O-])S(=O)(=O)[O-] naphthalenetrisulfonic acid trisodium salt